(S)-6-(5,6-difluoro-8-(methylamino)-4-(pyrrolidin-1-yl)-9H-pyrido[2,3-b]indol-3-yl)-4-oxo-1-(pyrrolidin-3-yl)-1,4-dihydro-1,8-naphthyridine-3-carboxylic acid FC1=C2C3=C(NC2=C(C=C1F)NC)N=CC(=C3N3CCCC3)C=3C=C1C(C(=CN(C1=NC3)[C@@H]3CNCC3)C(=O)O)=O